2-(4-bromobenzyl)-4,6-dichloro-5-(2-methoxyphenoxy)pyrimidine BrC1=CC=C(CC2=NC(=C(C(=N2)Cl)OC2=C(C=CC=C2)OC)Cl)C=C1